N1(CC1)C=1NC=CC1 aziridinyl-pyrrole